8-(1-naphthoxycarbonylmethyl)-tetracyclo[4.4.0.12,5.17,10]-3-dodecene C1(=CC=CC2=CC=CC=C12)OC(=O)CC1C2C3C4C=CC(C3C(C1)C2)C4